(3Z)-14,14-diethoxy-3-tetradecen-1-ol C(C)OC(CCCCCCCCC\C=C/CCO)OCC